N-(2-{[(3R)-1-benzylpyrrolidin-3-yl](methyl)amino}ethyl)-4-phenylbenzamide C(C1=CC=CC=C1)N1C[C@@H](CC1)N(CCNC(C1=CC=C(C=C1)C1=CC=CC=C1)=O)C